7-(dioctylamino)coumarin C(CCCCCCC)N(C1=CC=C2C=CC(OC2=C1)=O)CCCCCCCC